C(C)(C)[Si](COC)(COC)C(C)C diisopropylbis(methoxymethyl)silane